N[C@@H](CCCCN[C@H](C(=O)O)CCC(=O)O)C(=O)O L-Saccharopine